BrC=1C=C(C(=C2CCCC12)C=C)C(=O)OC methyl 7-bromo-4-vinyl-2,3-dihydro-1H-indene-5-carboxylate